N-(imidazo[1,2-a]pyridin-7-ylmethyl)-4-(((1-methyl-1H-pyrazol-3-yl)methyl)sulfonyl)-3-((3-(piperazine-1-carbonyl)phenyl)ethynyl)benzamide N=1C=CN2C1C=C(C=C2)CNC(C2=CC(=C(C=C2)S(=O)(=O)CC2=NN(C=C2)C)C#CC2=CC(=CC=C2)C(=O)N2CCNCC2)=O